(4-fluorophenyl)-1-p-tolyl-5,6-dihydropyridin-2(1H)-one FC1=CC=C(C=C1)C=1C(N(CCC1)C1=CC=C(C=C1)C)=O